FC1=C(COC2=CC=CC(=N2)N2CC3CCC(C2)N3CC3=NC2=C(N3C[C@H]3OCC3)C=C(C=C2)C(=O)O)C=CC(=C1)F 2-((3-(6-((2,4-difluorobenzyl)oxy)pyridin-2-yl)-3,8-diazabicyclo[3.2.1]octan-8-yl)methyl)-1-(((S)-oxetan-2-yl)methyl)-1H-benzo[d]imidazole-6-carboxylic acid